2-hydroxy-5-chlorobenzophenone OC1=C(C(=O)C2=CC=CC=C2)C=C(C=C1)Cl